2-([1,1':4',1''-terphenyl]-3-yl)-4-chloro-6-(9,9-dimethyl-9H-fluoren-2-yl)-1,3,5-triazine C1(=CC(=CC=C1)C1=NC(=NC(=N1)Cl)C1=CC=2C(C3=CC=CC=C3C2C=C1)(C)C)C1=CC=C(C=C1)C1=CC=CC=C1